4-chloro-2-(methylthio)pyrazolo[1,5-a][1,3,5]triazine-8-carbonitrile ClC1=NC(=NC=2N1N=CC2C#N)SC